BrC=1C=C(C=NO)C=CC1 3-bromobenzaldehyde oxime